ClC1=CC=C(C=C1)C=1SC=CN1 2-(4-chlorophenyl)-1,3-thiazol